[I-].OCCC[N+](CCCCCC=O)(C)C N-(3-hydroxypropyl)-N,N-dimethyl-6-oxohexan-1-aminium iodide